C(C)C1=NC=CC(C1O)=O 2-ethyl-3-hydroxypyridine-4-one